[5-[bis(2-chloroethyl)amino]-1-methylbenzimidazol-2-yl]Butyric acid hydrochloride Cl.ClCCN(C1=CC2=C(N(C(=N2)C(C(=O)O)CC)C)C=C1)CCCl